N-(1,1-dioxido-2-(4-(trifluoromethyl)phenyl)-3,4-dihydro-2H-benzo[b][1,4,5]oxathiazepin-8-yl)-4-methyloxazole-5-carboxamide O=S1(C2=C(OCCN1C1=CC=C(C=C1)C(F)(F)F)C=CC(=C2)NC(=O)C2=C(N=CO2)C)=O